1-(4-(5-(difluoromethyl)-1,3,4-oxadiazol-2-yl)-2-fluorobenzyl)-3-(1-isopropylpiperidin-4-yl)-1,3-dihydro-2H-benzo[d]imidazol-2-one FC(C1=NN=C(O1)C1=CC(=C(CN2C(N(C3=C2C=CC=C3)C3CCN(CC3)C(C)C)=O)C=C1)F)F